CS(=O)(=O)C1(CC1)C1=CC=C(C=N1)NC=1N=CC2=C(N1)CN(CC2)C(=O)OC(C)(C)C tert-butyl 2-{[6-(1-methanesulfonylcyclopropyl)pyridin-3-yl]amino}-5H,6H,7H,8H-pyrido[3,4-d]pyrimidine-7-carboxylate